(1R,5S,6r)-6-((Z)-N'-hydroxycarbamimidoyl)-3-azabicyclo[3.1.0]hexane-3-carboxylic acid tert-butyl ester C(C)(C)(C)OC(=O)N1C[C@H]2C([C@H]2C1)/C(/N)=N/O